ClC=1C(=C(C=CC1Cl)NC1=NC=NC2=CC(=C(C=C12)OC1CCC(CC1)CN1C2CN(C(C1)C2)C=2C=C1CN(CC1=CC2)C2C(NC(CC2)=O)=O)OC)F 5-(5-((4-((4-((3,4-dichloro-2-fluorophenyl)amino)-7-methoxyquinazolin-6-yl)oxy)cyclohexyl)Methyl)-2,5-diazabicyclo[2.2.1]heptane-2-yl)-2-(2,6-dioxopiperidin-3-yl)isoindoline